tert-butyl 4-(2-(((2-bromo-6-methylpyridin-4-yl)amino)methyl)-6-cyclopropylimidazo[1,2-a]pyridin-8-yl)piperazine-1-carboxylate BrC1=NC(=CC(=C1)NCC=1N=C2N(C=C(C=C2N2CCN(CC2)C(=O)OC(C)(C)C)C2CC2)C1)C